NCCNCCC[Si](OCC(CCCC)CC)(OCC(CCCC)CC)OCC(CCCC)CC N-(2-aminoethyl)-3-aminopropyltris(2-ethylhexoxy)silane